(S)-2-(1-(3-chlorophenyl)-1H-pyrazol-4-yl)-N-(5-cyclobutyl-1H-pyrazol-3-yl)propanamide ClC=1C=C(C=CC1)N1N=CC(=C1)[C@@H](C(=O)NC1=NNC(=C1)C1CCC1)C